C(C1=CC=CC=C1)OC(=O)[C@@H]1N[C@@H]1C(C)C (2R,3R)-3-isopropylaziridine-2-carboxylic acid benzyl ester